Rac-2-methyl-6-(piperidin-2-yl)benzo[d]thiazole CC=1SC2=C(N1)C=CC(=C2)[C@@H]2NCCCC2 |r|